6-fluoro-5-methyl-4-oxo-2,3,4,5-tetrahydropyridine FC=1C(C(CCN1)=O)C